F[C] monofluorocarbon